1-methoxymethyl-2,3,4,5-tetramethyltriazole COCN1N(N(C(=C1C)C)C)C